6-chloro-3-((1-(4-fluorobenzoyl)-4-hydroxypiperidin-4-yl)methyl)-7-(3-methyl-4-((3s,6r)-6-methylmorpholin-3-yl)phenyl)-3,7-dihydro-4H-pyrrolo[2,3-d]pyrimidin-4-one ClC1=CC2=C(N=CN(C2=O)CC2(CCN(CC2)C(C2=CC=C(C=C2)F)=O)O)N1C1=CC(=C(C=C1)[C@@H]1NC[C@H](OC1)C)C